O1C=CC2=C1C=CC(=C2)CCNC2=CC(=NC=N2)C2=CC(=CS2)OCC 5-[6-(2-Benzofuran-5-yl-ethylamino)-pyrimidin-4-yl]-3-ethoxy-thiophene